2,2-Bis[4-(2-hydroxy-3-methacryloyl-oxypropyl)phenyl]propan OC(CC1=CC=C(C=C1)C(C)(C)C1=CC=C(C=C1)CC(COC(C(=C)C)=O)O)COC(C(=C)C)=O